3-Amino-N-(3-(4-amino-4-methylpiperidin-1-yl)pyridin-2-yl)-6-(3-(trifluoromethoxy)pyridin-2-yl)pyrazin-2-carboxamid NC=1C(=NC(=CN1)C1=NC=CC=C1OC(F)(F)F)C(=O)NC1=NC=CC=C1N1CCC(CC1)(C)N